FC(C=1N=C2N(C=C(C(=C2)OC)C=2C=C(C=CC2F)C=2C3=C(N=NC2)N(C=N3)CC)C1)F 4-(3-(2-(Difluoromethyl)-7-methoxyimidazo[1,2-a]pyridin-6-yl)-4-fluorophenyl)-7-ethyl-7H-imidazo[4,5-c]pyridazine